N1CC(C2=CC=CC=C12)CCOC(C)=O 2-(indolin-3-yl)ethylacetate